The molecule is a hydroxy fatty acyl-CoA that results from the formal condensation of the thiol group of coenzyme A with the carboxy group of 2-hydroxy-3-methyldodecanoic acid. It is a hydroxy fatty acyl-CoA, a medium-chain fatty acyl-CoA and a methyl-branched fatty acyl-CoA. It is a conjugate acid of a 2-hydroxy-3-methyldodecanoyl-CoA(4-). CCCCCCCCCC(C)C(C(=O)SCCNC(=O)CCNC(=O)[C@@H](C(C)(C)COP(=O)(O)OP(=O)(O)OC[C@@H]1[C@H]([C@H]([C@@H](O1)N2C=NC3=C(N=CN=C32)N)O)OP(=O)(O)O)O)O